C(C)(C)(C)S(=O)(=O)N1CCC=2C=NC(=CC21)NC(C2=C(C=C(C=C2)NS(=O)(=O)CCO)N2CCC1(CC1)CC2)=O N-(1-(tert-Butylsulfonyl)-2,3-dihydro-1H-pyrrolo[3,2-c]pyridin-6-yl)-4-((2-hydroxyethyl)sulfonamido)-2-(6-azaspiro[2.5]octan-6-yl)benzamide